CN(C)CCN(C(OCCN(C(C#CC)(C)C)C)=O)C 2,5,10,11,11-pentamethyl-6-oxo-7-oxa-2,5,10-triazatetradeca-12-yne